(9H-fluoren-9-yl)methyl 3,5-dioxopiperazine-1-carboxylate O=C1CN(CC(N1)=O)C(=O)OCC1C2=CC=CC=C2C=2C=CC=CC12